C12CN(CC(CC1)N2)S(=O)(=O)N2CCC1(CN(C1)C[C@H]1CN(CC1)C1=NC=NC=C1OC1=C(C(=O)N(C(C)C)C(C)C)C=C(C=C1)F)CC2 2-((4-((3S)-3-((7-((3,8-diazabicyclo[3.2.1]octane-3-yl)sulfonyl)-2,7-Diazaspiro[3.5]nonan-2-yl)methyl)pyrrolidin-1-yl)pyrimidin-5-yl)oxy)-5-fluoro-N,N-diisopropylbenzamide